3-pyridinepropionic acid anhydride N1=CC(=CC=C1)CCC(=O)OC(CCC=1C=NC=CC1)=O